bromo-4',7-dimethoxyisoflavone BrC=1OC2=CC(=CC=C2C(C1C1=CC=C(C=C1)OC)=O)OC